CC=1C(N(C=CC1)CCNC(OC(C)(C)C)=O)=O tert-butyl (2-(3-methyl-2-oxopyridin-1(2H)-yl)ethyl)carbamate